tert-butyl 4-((6-chloropyrazin-2-yl)oxy)-3,3-difluoropiperidine-1-carboxylate ClC1=CN=CC(=N1)OC1C(CN(CC1)C(=O)OC(C)(C)C)(F)F